CNCCN1N=CC(=C1)B1OC(C(O1)(C)C)(C)C N-methyl-2-(4-(4,4,5,5-tetramethyl-1,3,2-dioxaborolan-2-yl)-1H-pyrazol-1-yl)ethan-1-amine